N-propyltrimethylammonium chloride [Cl-].C(CC)[N+](C)(C)C